[OH-].OCCC[N+](CCC)(CCC)CCC 3-hydroxypropyl-tripropyl-ammonium hydroxide